FC(OC1=C(C=C(C=C1)OC=1C=NN(C1)C1C(CN(CC1)C)O)C1=NN(C=C1NC(=O)C=1C=NN2C1N=CC=C2)C)F N-[3-[2-(difluoromethoxy)-5-[1-(3-hydroxy-1-methyl-4-piperidyl)pyrazol-4-yl]oxy-phenyl]-1-methyl-pyrazol-4-yl]pyrazolo[1,5-a]pyrimidine-3-carboxamide